N-(6-((1H-Pyrazol-1-yl)methyl)-4-methoxybenzo[d]isoxazol-3-yl)-2-methoxy-3-(2,7-diazaspiro[3.5]nonan-2-yl)benzenesulfonamide N1(N=CC=C1)CC1=CC2=C(C(=NO2)NS(=O)(=O)C2=C(C(=CC=C2)N2CC3(C2)CCNCC3)OC)C(=C1)OC